4,5-Bis(diphenylphosphino)-9,9-dimethyl-xanthene Tert-butyl-5-bromo-3-(2-(methylamino)-2-oxoacetamido)-1H-indole-1-carboxylate C(C)(C)(C)OC(=O)N1C=C(C2=CC(=CC=C12)Br)NC(C(=O)NC)=O.C1(=CC=CC=C1)P(C1=CC=CC=2C(C3=CC=CC(=C3OC12)P(C1=CC=CC=C1)C1=CC=CC=C1)(C)C)C1=CC=CC=C1